ClC1=NC2=CC=CC=C2C(=C1N)NCC1=CC(=CC=C1)C1=NC=CC=C1 2-chloro-N4-(3-(pyridin-2-yl)benzyl)quinoline-3,4-diamine